FC1=CC=C(C=C1)C1=CC=2C(=NC=C(C2)C=2C=C(C(=O)NCC(F)(F)F)C=CN2)N1 2-(2-(4-Fluorophenyl)-1H-pyrrolo[2,3-b]pyridin-5-yl)-N-(2,2,2-trifluoroethyl)-isonicotinamide